O[C@@H]1C[C@@H](N(CC1)C(=O)OCC1=CC=CC=C1)C1=CC=C(C=C1)C(=O)OC cis-benzyl 4-hydroxy-2-(4-(methoxycarbonyl)phenyl)piperidine-1-carboxylate